O[C@H]1[C@@H](COC1)N1C(C=CC=C1)COC=1C=CC2=C(C=C(O2)C)C1 N-(trans-4-hydroxytetrahydrofuran-3-yl)-2-methyl-5-(pyridin-2-ylmethoxy)benzofuran